C1(C=CC=C1)[Zr](N(C)C)(N(C)C)N(C)C cyclopentadienyl-tris(dimethylamino)-zirconium